N-(4-(6-amino-5-(3-fluoro-4-((4-methylpyrimidin-2-yl)oxy)phenyl)pyrimidin-4-yl)phenyl)acryloylamide NC1=C(C(=NC=N1)C1=CC=C(C=C1)C=CC(=O)[NH-])C1=CC(=C(C=C1)OC1=NC=CC(=N1)C)F